C(CCCCCCCCCCCCCCC)([2H])[2H] n-hexadecane-d2